SC(CC)P(O)(O)=O (1-sulfanylpropyl)phosphonic acid